BrC1=CC=C(C=C1)C(N(S(=O)(=O)C1=CC=C(C=C1)C)CC(OC)OC)([2H])[2H] N-((4-bromophenyl)methyl-d2)-N-(2,2-dimethoxyethyl)-4-methylbenzenesulfonamide